C1(CC1)N(C(OC(C)(C)C)=O)C1CCN(CC1)C1=C2C=NC=NC2=C(C=C1)C(NC=1C=C(C=2N(C1)C=C(N2)C)F)=O tert-butyl N-cyclopropyl-N-[1-[8-[(8-fluoro-2-methyl-imidazo[1,2-a]pyridin-6-yl)carbamoyl]quinazolin-5-yl]-4-piperidyl]carbamate